1-(2-Hydroxy-4-methoxyphenyl)-3-[4-(3-methylbut-2-enyloxy)phenyl]prop-2-en-1-one OC1=C(C=CC(=C1)OC)C(C=CC1=CC=C(C=C1)OCC=C(C)C)=O